C(C)NCC1=C(C2=C(C=CC(=NO2)O)C=C1)O 8-((ethylamino)methyl)-3,9-dihydroxybenzo[5,6]oxazepin